4-(((2-((4-(5-(pyrrolidin-1-yl)pyridin-3-yl)-1H-1,2,3-triazol-1-yl)methyl)imidazo[1,2-a]pyridin-6-yl)methyl)amino)benzonitrile N1(CCCC1)C=1C=C(C=NC1)C=1N=NN(C1)CC=1N=C2N(C=C(C=C2)CNC2=CC=C(C#N)C=C2)C1